2-chloro-9-(3-oxobicyclo[3.2.1]oct-8-yl)-7,9-dihydro-8H-purin-8-one ClC1=NC=C2NC(N(C2=N1)C1C2CC(CC1CC2)=O)=O